(((4aR,10aR)-1-propyl-1,2,3,4,4a,5,10,10a-octahydrobenzo[g]quinoline-6,7-diyl)bis(oxy))bis(3,4,5-trihydroxytetrahydro-2H-pyran-2-carboxylic acid) C(CC)N1CCC[C@@H]2CC3=C(C[C@@H]12)C=CC(=C3OC3(OCC(C(C3O)O)O)C(=O)O)OC3(OCC(C(C3O)O)O)C(=O)O